3-chloro-2,3-dihydrothiophene 1,1-dioxide ClC1CS(C=C1)(=O)=O